N-(3-chloro-5-(methylsulfonamido)phenyl)-5-methyl-4-(5-(3-(trifluoromethyl)azetidin-1-yl)pyridin-2-yl)thiophene-2-carboxamide ClC=1C=C(C=C(C1)NS(=O)(=O)C)NC(=O)C=1SC(=C(C1)C1=NC=C(C=C1)N1CC(C1)C(F)(F)F)C